ClC=1C=CC2=C([C@@](C(CCN2)(F)F)(O)CO)C1 (5R)-7-chloro-4,4-difluoro-5-(hydroxymethyl)-2,3,4,5-tetrahydro-1H-1-benzoazepin-5-ol